ethyl 1-(4-aminophenyl)-1H-imidazole-4-carboxylate NC1=CC=C(C=C1)N1C=NC(=C1)C(=O)OCC